ClC1=CC=C(S1)CC1=NN(C(=C1C1CCC1)NC(CC1(CC1)C(F)(F)F)=O)C N-(3-((5-chlorothiophen-2-yl)methyl)-4-cyclobutyl-1-methyl-1H-pyrazol-5-yl)-2-(1-(trifluoromethyl)cyclopropyl)acetamide